C(C)(=O)[O-].C(CCCCCC)[NH+]1C=C(C=C1)CC 1-heptyl-3-ethylpyrrolium acetate